1-(3-(2-(2,6-dioxopiperidin-3-yl)-1-oxoisoindoline-5-yl)prop-2-yn-1-yl)piperidine-4-carboxylic acid O=C1NC(CCC1N1C(C2=CC=C(C=C2C1)C#CCN1CCC(CC1)C(=O)O)=O)=O